1-(7-(1-(4-chlorobenzyl)piperidin-3-yl)-2-methylpyrazolo[1,5-a]pyrimidin-3-yl)-N-(cyclopropylmethyl)-N-methylmethanamine ClC1=CC=C(CN2CC(CCC2)C2=CC=NC=3N2N=C(C3CN(C)CC3CC3)C)C=C1